O=C1NC(CCC1N1C(C2=CC=CC(=C2C1=O)NCCCOCCCCCOC1=CC=C(C(=O)N[C@@H]2C([C@H](C2(C)C)OC2=CC(=C(C=C2)C#N)Cl)(C)C)C=C1)=O)=O 4-{[5-(3-{[2-(2,6-dioxopiperidin-3-yl)-1,3-dioxo-2,3-dihydro-1H-isoindol-4-yl]amino}propoxy)pentyl]oxy}-N-[trans-3-(3-chloro-4-cyanophenoxy)-2,2,4,4-tetramethylcyclobutyl]benzamide